C(Cl)(Cl)(Cl)Cl.[F] fluorine carbon chloride